C(#N)C=1C=C2COC3(CCN(CC3)C(=O)C=3C=C(C(=NC3)C)NC(C3=CN=C(C=C3)NCCOC)=O)C2=CC1 N-(5-(5-cyano-3H-spiro[isobenzofuran-1,4'-piperidin]-1'-ylcarbonyl)-2-methylpyridin-3-yl)-6-((2-methoxyethyl)amino)nicotinamide